methoxy-2-(trifluoromethyl)-1'-((4-(trifluoromethyl)phenyl)sulfonyl)-2',3'-dihydro-1'H-spiro[cyclohexane-1,4'-quinoline] COC1N(C2=CC=CC=C2C2(C1)C(CCCC2)C(F)(F)F)S(=O)(=O)C2=CC=C(C=C2)C(F)(F)F